diethylene glycol bis(2-iodoethyl) ether ICCOCCOCCOCCI